C(C)(C)(C)OC(=O)N1CC(C1)C[N+]1(CCN(CC1)C(=O)N1CCNCC1)CC(=O)OC(C)(C)C 3-[[1-(2-tert-butoxy-2-keto-ethyl)-4-(piperazine-1-carbonyl)piperazin-1-ium-1-yl]methyl]azetidine-1-carboxylic acid tert-butyl ester